N-[3-(4-bromo-2-methyl-indazol-3-yl)propyl]-N-methyl-carbamic acid tert-butyl ester C(C)(C)(C)OC(N(C)CCCC=1N(N=C2C=CC=C(C12)Br)C)=O